NC(C(C)(C)S(=O)(=O)C1(CC1)CN1C(C=2N(CC1)C(=NC2)C(=O)NCC2=CC=C(C=C2)Cl)=O)=O 7-((1-((1-amino-2-methyl-1-oxopropan-2-yl)sulfonyl)cyclopropyl)methyl)-N-(4-chlorobenzyl)-8-oxo-5,6,7,8-tetrahydroimidazo[1,5-a]pyrazine-3-carboxamide